C(=O)(C(=C)C)C=1C(=C(C=CC1)C=C)C=C Methacryldivinylbenzol